IC1=C(COCCCC#CC2=CC(=NC(=C2)C)C)C=CC=C1[N+](=O)[O-] 4-(5-((2-iodo-3-nitrobenzyl)oxy)pent-1-yn-1-yl)-2,6-dimethylpyridine